CN(S(=O)(=O)C)C[C@H]1OC1 (R)-N-Methyl-N-oxiranylmethylmethanesulfonamide